6-ethyl-5-hydroxy-2-methyl-2-(4-methoxyphenylethyl)pyridine-3,4-dicarboxylic acid Dimethyl ester COC(=O)C=1C(NC(=C(C1C(=O)OC)O)CC)(CCC1=CC=C(C=C1)OC)C